[Br-].C(C1=CC=CC=C1)OC(CCC[N+](CCCNC(=O)OC(C)(C)C)(CCCNC(=O)OC(C)(C)C)CC(=O)OC(C)(C)C)=O 4-(benzyloxy)-N-(2-(tert-butoxy)-2-oxoethyl)-N,N-bis(3-((tert-butoxycarbonyl)amino)propyl)-4-oxobutan-1-aminium bromide